1-methyl-N-(4-(4-methylpiperidin-1-yl)phenyl)-1H-benzo[d]imidazol-6-amine CN1C=NC2=C1C=C(C=C2)NC2=CC=C(C=C2)N2CCC(CC2)C